bis(2,5-dimethylphenyl)phosphorus oxide CC1=C(C=C(C=C1)C)[P](C1=C(C=CC(=C1)C)C)=O